N(=[N+]=[N-])C1(NC(=NC(=N1)C1=CC=CC=C1)C1=CC=CC=C1)C(=O)[O-] 2-azido-4,6-diphenyl-1,3,5-triazineAT